C(C1=CC=CC=C1)OC1=C(C=O)C=C(C=C1)OCC1=CC=CC=C1 2,5-bis(benzyloxy)benzaldehyde